saccharin S1(=O)(=O)NC(=O)C2=CC=CC=C12